BrC=1C=C2C(=NC1)NC(O2)=O 6-bromo-3H-oxazolo[4,5-b]pyridin-2-one